BrC=1C=C(C=C2CCNCC12)OC 8-Bromo-6-methoxy-1,2,3,4-tetrahydroisoquinoline